9,10-bis(biphenyl-2-yl)-N-[4-(9H-carbazol-9-yl)phenyl]-N-phenylanthracene-2-Amine C1(=C(C=CC=C1)C=1C2=CC=CC=C2C(=C2C=CC(=CC12)N(C1=CC=CC=C1)C1=CC=C(C=C1)N1C2=CC=CC=C2C=2C=CC=CC12)C1=C(C=CC=C1)C1=CC=CC=C1)C1=CC=CC=C1